N-[3-(2,3-dioxo-2,3,7,8,9,10-hexahydro-1H-benzo[f]quinoxalin-4-yl)phenyl]-1-naphthalenesulfonamide O=C1C(N(C=2C=CC3=C(C2N1)CCCC3)C=3C=C(C=CC3)NS(=O)(=O)C3=CC=CC1=CC=CC=C31)=O